CN1N=CC(=C1)C=1C=CC=2N(C1)N=CC2C([C@H](C2=CC=CC=C2)NCCC2=CC=C(C#N)C=C2)=O |r| (S)- and (R)-4-(2-((2-(6-(1-methyl-1H-pyrazol-4-yl)pyrazolo[1,5-a]pyridin-3-yl)-2-oxo-1-phenylethyl)amino)ethyl)benzonitrile